3-[(3S)-3-hydroxypiperidin-1-yl]benzene O[C@@H]1CN(CCC1)C=1C=CC=CC1